ClC1=C(N)C=C(C=C1F)C#N 2-chloro-3-fluoro-5-cyanoaniline